FC1=CC=C(CB2OC(C)(C)C(C)(C)O2)C=C1 4-fluorobenzyl-boronic acid pinacol ester